C(C)OP(=S)(OCC)Cl diethoxythiophosphoryl chloride